C(C)O[Si]1(OCC(CO1)C)CS 2-ethoxy-5-methyl-[1,3,2]dioxasilinan-2-ylmethyl mercaptan